O1N=CC=C1C(C)N1N=NC(=C1)C(=O)NCC=1SC(=NN1)C1=CC=CC=C1 1-(1-(isoxazol-5-yl)ethyl)-N-((5-phenyl-1,3,4-thiadiazol-2-yl)methyl)-1H-1,2,3-triazole-4-carboxamide